1-(1s,4s)-Methyl 4-((tert-butoxycarbonyl)amino)cyclohexanecarboxylate C(C)(C)(C)OC(=O)NC1CCC(CC1)C(=O)OC